tert-butyl 3-((6-chloro-3-(phenylcarbamoyl)pyridazin-4-ylamino)methyl)pyrrolidine-1-carboxylate ClC1=CC(=C(N=N1)C(NC1=CC=CC=C1)=O)NCC1CN(CC1)C(=O)OC(C)(C)C